C(C)C=1N(C=CN1)CC1=C(C=C(C=C1)C1=C(SC(=C1)CC(C)C)S(=O)(=O)N)F 3-[4-[(2-ethylimidazol-1-yl)methyl]-3-fluoro-phenyl]-5-isobutylthiophene-2-sulfonamide